OCC[N+](C)(C)C.C1(=CC=CC=C1)S(=O)(=O)[O-] benzenesulfonate choline